N1(CCCC1)C1=CC=C(C=C1)C=1CN(CC1)C(=O)OC(C)(C)C tert-butyl 3-(4-(pyrrolidin-1-yl)phenyl)-2,5-dihydro-1H-pyrrole-1-carboxylate